3,5-dimethyl-4-[dimethoxysilyl]styrene CC=1C=C(C=C)C=C(C1[SiH](OC)OC)C